Cl.C(C1=CC=CC=C1)OC(=O)C1(CC(C1)=O)N 1-((benzyloxy)carbonyl)-3-oxocyclobutaneamine hydrochloride